CC1=NN(C(=C1)C)C=1C=C(C=CC1)[C@H](CC(=O)OC)CN1CC2(CNC2)C(C1)F methyl (3S)-3-(3-(3,5-dimethyl-1H-pyrazol-1-yl)phenyl)-4-(8-fluoro-2,6-diazaspiro[3.4]octan-6-yl)butanoate